anti-rac-3-methyl-1-(3-(2-(2-(1-(methylsulfonyl)-1H-pyrrole-3-carboxamido)acetamido)thiazol-4-yl)phenyl)piperidin-4-yl acetate C(C)(=O)OC1C(CN(CC1)C1=CC(=CC=C1)C=1N=C(SC1)NC(CNC(=O)C1=CN(C=C1)S(=O)(=O)C)=O)C